C(C1=CC=CC=C1)OC1=C(C=CC=C1F)C1=NC=CC(=C1)C[C@]1(C[C@H](CC1)NS(=O)(=O)C)C(=O)N (1R,3S)-1-((2-(2-(benzyloxy)-3-fluorophenyl)pyridin-4-yl)methyl)-3-(methylsulfonamido)cyclopentane-1-carboxamide